N-(2-Bromo-4-(perfluoropropan-2-yl)-6-(trifluoromethyl)phenyl)-3-(4-bromo-N-(cyclopropylmethyl)benzamido)-2-fluorobenzamid BrC1=C(C(=CC(=C1)C(C(F)(F)F)(C(F)(F)F)F)C(F)(F)F)NC(C1=C(C(=CC=C1)N(C(C1=CC=C(C=C1)Br)=O)CC1CC1)F)=O